BrC1=CC(=C(C=2N=C(OC21)N2CC1CCC(C2)N1C(=O)OC(C)(C)C)C(F)(F)F)Cl tert-Butyl 3-(7-bromo-5-chloro-4-(trifluoromethyl)benzo[d]oxazol-2-yl)-3,8-diazabicyclo[3.2.1]octane-8-carboxylate